1-[2-[3-[tert-Butyl(dimethyl)silyl]oxyazetidin-1-yl]-5-(trifluoromethyl)-3-pyridyl]ethanol [Si](C)(C)(C(C)(C)C)OC1CN(C1)C1=NC=C(C=C1C(C)O)C(F)(F)F